P(=O)(OCC1=CC=CC=C1)(OCC1=CC=CC=C1)OC[C@@H](C)O (R)-dibenzyl (2-hydroxypropyl) phosphate